C1(\C=C/C(=O)O1)=O.NC1=CC=CC=C1 aniline compound with maleic anhydride